C(C1=CC=CC=C1)(=O)NC=1[Se]C(=CN1)C(=O)NC1=CC2=CC=CC=C2C=C1 2-(benzoylamino)-N-(2-naphthyl)-1,3-selenazol-5-carboxamide